4-formyl-3-(trifluoromethyl)benzonitrile C(=O)C1=C(C=C(C#N)C=C1)C(F)(F)F